1,3-dihydroxy-5-n-heptylbenzene OC1=CC(=CC(=C1)CCCCCCC)O